ClC1=CC=C2C(=CC=NC2=C1)NCCNCC(COC1=CC=C(C=C1)C(\C=C\C1=CC=C(C=C1)OC)=O)O (E)-1-[4-[3-[2-[(7-Chloroquinolin-4-yl)amino]ethylamino]-2-hydroxypropoxy]phenyl]-3-(4-methoxyphenyl)prop-2-en-1-one